C(C)(C)(C)OC(=O)N1CCN(CC1)C1=NC=NC(=C1C(CC#N)C)Cl 4-[6-chloro-5-(2-cyano-1-methyl-ethyl)pyrimidin-4-yl]Piperazine-1-carboxylic acid tert-butyl ester